N3-[(1H-indol-6-yl)methyl]-N6-[trans-4-aminocyclohexyl]pyrido[2,3-b]pyrazine-3,6-diamine N1C=CC2=CC=C(C=C12)CNC1=CN=C2C(=N1)N=C(C=C2)N[C@@H]2CC[C@H](CC2)N